FC(S(=O)(=O)[O-])F.[Li+] Lithium difluoromethanesulfonate